2-(3-(1-(4-(2-cyanopropan-2-yl)phenethyl)piperidin-4-yl)-1H-pyrrolo[2,3-c]pyridin-1-yl)-5-fluoro-N-isopropyl-N-methylbenzamide C(#N)C(C)(C)C1=CC=C(CCN2CCC(CC2)C2=CN(C3=CN=CC=C32)C3=C(C(=O)N(C)C(C)C)C=C(C=C3)F)C=C1